2-[2-({4-methyl-5-[(thiophen-2-yl)methyl]-4H-1,2,4-triazol-3-yl}sulfanyl)acetamido]-4H,5H,6H-cyclopenta[b]thiophene-3-carboxamide CN1C(=NN=C1CC=1SC=CC1)SCC(=O)NC1=C(C2=C(S1)CCC2)C(=O)N